4-(difluoromethyl)-1-(5-fluoropyrimidin-2-yl)piperidine-4-carboxylic acid FC(C1(CCN(CC1)C1=NC=C(C=N1)F)C(=O)O)F